C12(CC(C1)C2)NC(CN2C(C(=CC=C2)NC([C@H](CCC(C(=O)NCC)=O)NC(=O)C=2SC=NN2)=O)=O)=O (S)-N1-(1-(2-(Bicyclo[1.1.1]pentan-1-ylamino)-2-oxoethyl)-2-oxo-1,2-dihydropyridin-3-yl)-N6-ethyl-5-oxo-2-(1,3,4-thiadiazol-2-carboxamido)hexandiamid